N-[6-(2-hydroxypropan-2-yl)-2-(3-hydroxypropyl)-2H-indazol-5-yl]pyridine-2-carboxamide OC(C)(C)C=1C(=CC2=CN(N=C2C1)CCCO)NC(=O)C1=NC=CC=C1